NC=1OC2=C(N1)C=C(C=C2)N2C(N1C(CN([C@@H](C1)C)C(C1=CC(=C(C=C1)Br)C(F)(F)F)=O)=C2C(=O)NCC2=C(C=CC=C2)C2=NC=NC=C2)=O |o1:16| (6R*)-2-(2-amino-1,3-benzoxazol-5-yl)-7-[4-bromo-3-(trifluoromethyl)benzoyl]-6-methyl-3-oxo-N-{[2-(pyrimidin-4-yl)phenyl]methyl}-5H,6H,8H-imidazo[1,5-a]pyrazine-1-carboxamide